6-chloro-2,3-diphenylfuro[3,2-b]pyridine ClC=1C=C2C(=NC1)C(=C(O2)C2=CC=CC=C2)C2=CC=CC=C2